(piperazin-1-yl)-5,6,7,8-tetrahydro-2,6-naphthyridine N1(CCNCC1)C1=NC=CC=2CNCCC12